3,5,9,11,15,17-hexakis(mercaptomethylthio)-1,19-dimercapto-2,6,8,12,14,18-Hexathianonadecane SCSC(SCS)CC(SCSC(CC(SCSC(CC(SCS)SCS)SCS)SCS)SCS)SCS